dimethoxybisphenol A COC=1C(=C(O)C=CC1C(C)(C)C1=CC=C(C=C1)O)OC